COC1=CC=C(CN(S(=O)(=O)C2=NN(C=C2)CC2C(C2)B2OC(C(O2)(C)C)(C)C)CC2=CC=C(C=C2)OC)C=C1 N,N-bis(4-methoxybenzyl)-1-((2-(4,4,5,5-tetramethyl-1,3,2-dioxaborolan-2-yl)cyclopropyl)methyl)-1H-pyrazole-3-sulfonamide